Methyl 8-(3,3-dimethylcyclohexyl)-9-(((trifluoromethyl)sulfonyl)oxy)-6,7-dihydro-5H-benzo[7]annulene-3-carboxylate CC1(CC(CCC1)C=1CCCC2=C(C1OS(=O)(=O)C(F)(F)F)C=CC(=C2)C(=O)OC)C